FC=1C(=CC=C2C=CC=[N+](C12)[O-])C(=O)OC 8-fluoro-7-(methoxycarbonyl)quinoline 1-oxide